4-(4-(7H-pyrrolo[2,3-d]pyrimidin-4-ylamino)phenoxy)butyl-2-(2-(2,6-dioxopiperidin-3-yl)-1,3-dioxoisoindolin-4-yloxy)acetate N1=CN=C(C2=C1NC=C2)NC2=CC=C(OCCCCOC(COC1=C3C(N(C(C3=CC=C1)=O)C1C(NC(CC1)=O)=O)=O)=O)C=C2